tert-Butyl (3R)-3-[3-(4-[3-cyano-4-[(1R)-1-(pyridin-2-yl)ethoxy]pyrazolo[1,5-a]pyridin-6-yl]-5-methylpyrazol-1-yl)azetidin-1-yl]pyrrolidine-1-carboxylate C(#N)C=1C=NN2C1C(=CC(=C2)C=2C=NN(C2C)C2CN(C2)[C@H]2CN(CC2)C(=O)OC(C)(C)C)O[C@H](C)C2=NC=CC=C2